C(#N)C1=CC(=C(C=C1)NC(C(=O)C1=C(C=C(C=C1F)OC1=NC=NC2=CC(=C(C=C12)OC)OC)F)=O)F (4-cyano-2-fluorophenyl)-2-(4-((6,7-dimethoxyquinazolin-4-yl)oxy)-2,6-difluorophenyl)-2-oxoacetamide